(S)-4-methoxy-N-(1-(oxetan-3-yl)piperidin-4-yl)-5-(1-(1,1,1-trifluoropropan-2-yl)-1H-benzo[d][1,2,3]triazol-6-yl)pyrrolo[2,1-f][1,2,4]triazin-2-amine COC1=NC(=NN2C1=C(C=C2)C=2C=CC1=C(N(N=N1)[C@H](C(F)(F)F)C)C2)NC2CCN(CC2)C2COC2